COC1=C(C=CC(=C1)OC)C1=CC=C2C=CC=C3C=C(C(C1=C32)=O)OC 9-(2,4-Dimethoxyphenyl)-2-methoxy-1H-phenalen-1-one